(R)-3-amino-N-(1-(2-(2,4-difluorophenyl)-2-hydroxy-3-(1H-1,2,4-triazol-1-yl)propyl)piperidin-4-yl)-1-(4-methyl-3-phenoxyphenyl)-2-oxo-1,2-dihydrothieno[2,3-b]pyrazine-6-carboxamide NC=1C(N(C2=C(N1)SC(=C2)C(=O)NC2CCN(CC2)C[C@](CN2N=CN=C2)(O)C2=C(C=C(C=C2)F)F)C2=CC(=C(C=C2)C)OC2=CC=CC=C2)=O